CC=1C=C(C=2N(C(C=C(N2)OS(=O)(=O)C(F)(F)F)=O)C1)C(C)NC1=C(C(=O)OC)C=CC=C1 methyl 2-((1-(7-methyl-4-oxo-2-(((trifluoromethyl)sulfonyl)oxy)-4H-pyrido[1,2-a]pyrimidin-9-yl)ethyl)amino)benzoate